FCCN1C(CC1)COC=1C=CC(=C(C(=O)NC2(CC2)C2=C3C=CC=NC3=CC(=C2)OC)C1)C 5-((1-(2-Fluoroethyl)azetidin-2-yl)methoxy)-N-(1-(7-methoxyquinolin-5-yl)cyclopropyl)-2-methylbenzamide